trans-(1S,2S)-2-(2-methyl-3-pyridyl)cyclopropanecarboxylic acid CC1=NC=CC=C1[C@@H]1[C@H](C1)C(=O)O